ClC1=C(N2CCCC2=C1C(=O)NC=1C=NC(=C(C1)C)F)C(C(=O)N[C@@H](C)C1=NC(=NO1)C)=O (S)-6-chloro-N-(6-fluoro-5-methylpyridin-3-yl)-5-(2-((1-(3-methyl-1,2,4-oxadiazol-5-yl)ethyl)amino)-2-oxoacetyl)-2,3-dihydro-1H-pyrrolizine-7-carboxamide